1-butyl-5-methyl-2-phenyl-1,2-dihydro-3H-pyrazol-3-one C(CCC)N1N(C(C=C1C)=O)C1=CC=CC=C1